FC1=NC(=CC=C1C1=C(C2=C(CCC1)C=C(C=C2)O)C2=CC=C(C=C2)O[C@@H]2CN(CC2)CCCF)OC 6-(2-fluoro-6-methoxy-3-pyridyl)-5-[4-[(3S)-1-(3-fluoropropyl)pyrrolidin-3-yl]oxyphenyl]-8,9-dihydro-7H-benzo[7]annulen-2-ol